[(2-{6-Cyclopropyl-4-[4-fluoro-2-(4-methyl-1,2,4-triazol-3-yl)phenyl]pyridin-2-yl}-7-fluoro-1,3-benzoxazol-5-yl)methyl][(2S)-1-methoxypropan-2-yl]amine C1(CC1)C1=CC(=CC(=N1)C=1OC2=C(N1)C=C(C=C2F)CN[C@H](COC)C)C2=C(C=C(C=C2)F)C2=NN=CN2C